S(=O)(=O)([O-])[O-].C[N+](CCCCCCCCCC)(CCCCCCCC)CCCCCCCC.C[N+](CCCCCCCC)(CCCCCCCC)CCCCCCCCCC methyldi-n-octyl-n-decylammonium sulfate